ClC1=NC=2N(C(=C1)NCC1=CC=C(C=C1)C1=NC=CC=N1)N=CC2C(C)C 5-chloro-3-isopropyl-N-(4-(pyrimidin-2-yl)benzyl)pyrazolo[1,5-a]pyrimidin-7-amine